C1=CC=C2C(=C1)C=CC(=O)N2O oxyquinolone